tert-Butyl (1R)-1-({[2-(2,2,2-trifluoroethoxy)pyridin-3-yl]oxy}methyl)-6-azaspiro[2.5]octane-6-carboxylate FC(COC1=NC=CC=C1OC[C@@H]1CC12CCN(CC2)C(=O)OC(C)(C)C)(F)F